ClC1=CC=C(C=C1)C=1N=C2N(C=CC=C2)C1CN1CC2N(C(C1)C2)C(=O)C2=CC(=CC=C2)OC(F)(F)F (3-{[2-(4-chlorophenyl)imidazo[1,2-a]pyridin-3-yl]methyl}-3,6-diazabicyclo[3.1.1]hept-6-yl)-[3-(trifluoromethoxy)phenyl]methanone